(2S)-3-(2,3-difluoro-phenyl)-2-aminopropanoic acid FC1=C(C=CC=C1F)C[C@@H](C(=O)O)N